isopropyl 1-((4'-(1,1,1,3,3,3-hexafluoro-2-hydroxypropan-2-yl)-[1,1'-biphenyl]-4-yl)methyl)-4-(pyridin-4-ylmethyl)piperazine-2-carboxylate FC(C(C(F)(F)F)(O)C1=CC=C(C=C1)C1=CC=C(C=C1)CN1C(CN(CC1)CC1=CC=NC=C1)C(=O)OC(C)C)(F)F